N(=[N+]=[N-])C1=CC=C(C=C1)C=1C2=CC=C(N2)C(=C2C=CC(C(=C3C=CC(=C(C=4C=CC1N4)C4=C(C(=C(C(=C4F)F)F)F)F)N3)C3=C(C(=C(C(=C3F)F)F)F)F)=N2)C2=C(C(=C(C(=C2F)F)F)F)F 5-(4-azidophenyl)-10,15,20-tris(perfluorophenyl)porphyrin